N-{[(4R)-4-cyclopropyl-2,5-dioxoimidazolidin-4-yl]methyl}-3-[1-(cyclopropylmethyl)-1H-pyrazol-4-yl]-1,2-oxazole-5-carboxamide C1(CC1)[C@@]1(NC(NC1=O)=O)CNC(=O)C1=CC(=NO1)C=1C=NN(C1)CC1CC1